BrC1=C(C2=C(OCCN2C(=O)OC(C)(C)C)N=C1)CC tert-Butyl 7-bromo-8-ethyl-2,3-dihydropyrido[2,3-b][1,4]oxazine-1-carboxylate